Anti-acetate C(C)(=O)[O-]